FC=1C(=C(C=C(C1)C1(COC1)C)C(C(=O)O)N1C[C@@H](CC1)N(CCCCCC1=NC=2NCCCC2C=C1)C)OC 2-(3-fluoro-2-methoxy-5-(3-methyloxetan-3-yl)phenyl)-2-((R)-3-(methyl(5-(5,6,7,8-tetrahydro-1,8-naphthyridin-2-yl)pentyl)amino)pyrrolidin-1-yl)acetic acid